N,N-bis(2-hydroxyethyl)-3-methoxy-4-{[3-(4-{[(1S,4S)-4-(dimethylamino)cyclohexyl]amino}-1-(2,2,2-trifluoroethyl)-1H-indol-2-yl)prop-2-yn-1-yl]amino}benzene-1-sulfonamide OCCN(S(=O)(=O)C1=CC(=C(C=C1)NCC#CC=1N(C2=CC=CC(=C2C1)NC1CCC(CC1)N(C)C)CC(F)(F)F)OC)CCO